tert-butyl 6-[4-[4-[(2,6-dioxo-3-piperidyl)amino]phenyl]-1-piperidyl]-3,4-dihydro-1H-isoquinoline-2-carboxylate O=C1NC(CCC1NC1=CC=C(C=C1)C1CCN(CC1)C=1C=C2CCN(CC2=CC1)C(=O)OC(C)(C)C)=O